BrC1=CC=C2N=CC(=NC2=C1)C=1C(=NN(C1)[C@@H]1C[C@H](C1)CN(C(OC(C)(C)C)=O)C(=O)OC(C)(C)C)C1CC1 tert-butyl N-[[trans-3-[4-(7-bromoquinoxalin-2-yl)-3-cyclopropyl-pyrazol-1-yl] cyclobutyl] methyl]-N-tert-butoxycarbonyl-carbamate